(piperidine-4-carbonyl)glycine N1CCC(CC1)C(=O)NCC(=O)O